CC=1C(C2=C(OC=CO2)C(C1)=O)=O 6-methylbenzo[b][1,4]dioxin-5,8-dione